C(C1=CC=CC=C1)[C@H](C[C@@H](CN1[C@@H](CN(CC1)CC=1C=NC=CC1)C(=O)NC(C)(C)C)O)C(=O)N[C@@H]1[C@@H](CC2=CC=CC=C12)O (2S)-1-[(2S,4r)-4-benzyl-2-hydroxy-5-[[(1S,2r)-2-hydroxy-2,3-dihydro-1H-inden-1-yl]amino]-5-oxopentyl]-N-tert-butyl-4-(pyridin-3-ylmethyl)piperazine-2-carboxamide